FC(C(=O)O)(F)F.C1(CCC1)NC1=C2C(=NC(=C1)NC1=CC=C(C3=C1OCCO3)C(=O)N3CCOCC3)NC=C2C(F)(F)F (8-((4-(cyclobutylamino)-3-(trifluoromethyl)-1H-pyrrolo[2,3-b]pyridin-6-yl)amino)-2,3-dihydrobenzo[b][1,4]dioxin-5-yl)(morpholino)methanone 2,2,2-trifluoroacetate